N-(2-(4,6-dihydroxy-2-methoxy-3-methylbenzoyl)isoindolin-4-yl)-2-((dimethylamino)methyl)acrylamide OC1=C(C(=C(C(=O)N2CC3=CC=CC(=C3C2)NC(C(=C)CN(C)C)=O)C(=C1)O)OC)C